1,1-dimethylethyl {(1R)-1-[({6-[(3,3-dimethyl-2,3-dihydro-1-benzofuran-4-yl)oxy]-3-pyridinyl}amino)carbonyl]propyl}carbamate CC1(COC2=C1C(=CC=C2)OC2=CC=C(C=N2)NC(=O)[C@@H](CC)NC(OC(C)(C)C)=O)C